NC1=CC(=CC(=N1)C(=O)NC1=CC=CC=C1)NC1=CC=CC=2OCOC21 6-Amino-4-(benzo[d][1,3]dioxol-4-ylamino)-N-phenylpyridineamide